5,7-bis(difluoromethoxy)-1H-indazol-3-amine FC(OC=1C=C2C(=NNC2=C(C1)OC(F)F)N)F